C1(=CC(=CC=C1)S(=O)(=O)O)S(=O)(=O)O.COC1=NC(=NN2C1=C(C=C2)C2=CC=1N(C=C2)N=CC1)NC1CC(C1)(C)NC(C)=O N-(cis-3-((4-methoxy-5-(pyrazolo[1,5-a]pyridin-5-yl)pyrrolo[2,1-f][1,2,4]triazin-2-yl)amino)-1-methylcyclobutyl)acetamide 1,3-benzenedisulfonate